O1COC2=C1C=CC(=C2)CN2CCN(CC2)C2=NN=C(C1=CC=CC=C21)CC2=CC=NC=C2 1-{4-[(2H-1,3-benzodioxol-5-yl)methyl]piperazin-1-yl}-4-[(pyridin-4-yl)methyl]phthalazine